5-hydroxy-N-methyl-N-propyl-tryptamine OC1=CC=C2NC=C(CCN(CCC)C)C2=C1